C(C)(C)(C)OC(=O)N1CCC2(CC1)C(C1=CC(=C(C=C1C2)OC)Cl)=O 6-chloro-5-methoxy-1-oxo-1,3-dihydrospiro[indene-2,4'-piperidine]-1'-carboxylic acid tert-butyl ester